N-(1-methyl-2-(1-methyl-1H-pyrazol-3-yl)-1H-pyrrolo[3,2-c]pyridin-6-yl)cyclopropanecarboxamide CN1C(=CC=2C=NC(=CC21)NC(=O)C2CC2)C2=NN(C=C2)C